(9-(4-fluorophenyl)-6-oxaspiro[4.5]decan-8-yl)methylamine FC1=CC=C(C=C1)C1C(COC2(CCCC2)C1)CN